tertbutyl (1R,4R,5RS)-5-(3-chlorothieno[2,3-b]pyrazin-6-yl)-5-hydroxy-2-azabicyclo[2.2.1]heptane-2-carboxylate ClC1=CN=C2C(=N1)SC(=C2)[C@@]2([C@H]1CN([C@@H](C2)C1)C(=O)OC(C)(C)C)O |&1:10|